2-(methanesulfonyloxy)propionic acid-2-propynyl ester C(C#C)OC(C(C)OS(=O)(=O)C)=O